[C-]1=CCC=2C=CC3=C(C12)C=CC=C3.[Li+] Lithium benz[e]indenide